B([O-])([O-])[O-].FC1=C(C(OC(F)(F)F)=O)C(=C(C(=C1F)O)F)F.FC1=C(C(OC(F)(F)F)=O)C(=C(C(=C1F)O)F)F.[Li+].[Li+].[Li+] lithium bis(perfluoromethylparaben) borate